C(C)(C)NCCS N-isopropylcysteamine